OCCN1CCN(CC1)CC=1C=C(C(=NC1)CN1N=C(C=2N=C(N=C(C21)N[C@H](CCO)CCC)NC(OC)=O)C)OC methyl (S)-(1-((5-((4-(2-hydroxyethyl)piperazin-1-yl)methyl)-3-methoxypyridin-2-yl)methyl)-7-((1-hydroxyhexan-3-yl)amino)-3-methyl-1H-pyrazolo[4,3-d]pyrimidin-5-yl)carbamate